octahydrobenzo[g]-quinoline N1CCCC2CC3C(C=C12)=CC=CC3